Dihydroluteolin O1C(CC(=O)C=2C(O)=CC(O)=CC12)C1=CC(O)=C(O)C=C1